1,4-bis[4-(6-methacryloxyhexyloxy)benzoyl-oxy]-2-methylbenzene C(C(=C)C)(=O)OCCCCCCOC1=CC=C(C(=O)OC2=C(C=C(C=C2)OC(C2=CC=C(C=C2)OCCCCCCOC(C(=C)C)=O)=O)C)C=C1